ClC1=CN=CC(=N1)CN (6-chloropyrazin-2-yl)methanamine